methyl 2-(7-bromo-5-fluoro-2-hydroxy-2,3-dihydrobenzofuran-4-yl)acetate BrC1=CC(=C(C=2CC(OC21)O)CC(=O)OC)F